C(C)N(C(=O)[C@@H]1C[C@@H](CN1)NC(OCC=C)=O)C=1C=C(C=CC1)C allyl N-[(3S,5S)-5-[ethyl(m-tolyl)carbamoyl]-pyrrolidin-3-yl]carbamate